NC1=CC=C(C=C1C=1CCC(CC1)C)C1CCN(CC1)C(=O)OC(C)(C)C Tert-butyl 4-(6-Amino-4'-methyl-2',3',4',5'-tetrahydro-[1,1'-biphenyl]-3-yl)piperidine-1-carboxylate